1-(3-fluoro-4-(5-(trifluoromethyl)-1,2,4-oxadiazol-3-yl)phenyl)-2-(pyridin-3-yloxy)ethan-1-one FC=1C=C(C=CC1C1=NOC(=N1)C(F)(F)F)C(COC=1C=NC=CC1)=O